[Pt].C1(CCCC1)C(=O)N cyclopentanamide platinum